(5-fluoropyridin-2-yl)zinc (II) bromide [Br-].FC=1C=CC(=NC1)[Zn+]